O=C1NC(CCC1NC=1C=C(C=CC1)NC(C1=CC=C(C=C1)CN[C@@H]1[C@@]2(CC[C@H](C1)C2(C)C)C)=O)=O N-(3-((2,6-dioxopiperidin-3-yl)amino)phenyl)-4-((((1R,2S,4R)-1,7,7-trimethylbicyclo[2.2.1]heptane-2-yl)amino)methyl)benzamide